C(C1=CC=CC=C1)(=O)N1C[C@@H](N(C[C@H]1C)C=1C2=C(N=CN1)N(C=C2C2CCC2)C=2C=C(C#N)C=CN2)C 2-(4-((2S,5R)-4-benzoyl-2,5-dimethylpiperazin-1-yl)-5-cyclobutyl-7H-pyrrolo[2,3-d]pyrimidin-7-yl)isonicotinonitrile